C(CCC)O.O1CCCC1 tetrahydrofuran-n-butanol